N1N=CC(=C1)C#CC1=CC2=C(N=C3N2[C@H]2C4=C(C(N([C@@H]3C2)C([2H])([2H])[2H])=O)C=CC=C4OC(F)F)C=C1 (7R,14R)-11-((1H-pyrazol-4-yl)ethynyl)-1-(difluoromethoxy)-6-(methyl-d3)-6,7-dihydro-7,14-methanobenzo[f]benzo[4,5]imidazo[1,2-a][1,4]diazocin-5(14H)-one